7-bromo-N-methyl-2-quinolinamine BrC1=CC=C2C=CC(=NC2=C1)NC